4-(benzyloxy)-4-hydroxybenzaldehyde C(C1=CC=CC=C1)OC1(CC=C(C=O)C=C1)O